2-Bromo-2-(4-(trifluoromethyl)phenyl)acetic acid ethyl ester C(C)OC(C(C1=CC=C(C=C1)C(F)(F)F)Br)=O